FC1=CC=C(C=C1)C1=NN(C=C1B1OC(C(O1)(C)C)(C)C)CCCO[Si](C(C)C)(C(C)C)C(C)C (4-Fluorophenyl)-4-(4,4,5,5-tetramethyl-1,3,2-dioxaborolan-2-yl)-1-(3-((triisopropylsilyl)oxy)propyl)-1H-pyrazole